6-chloro-N-(2,2-dimethylcyclobutyl)-4-methoxy-pyridine-2-carboxamide ClC1=CC(=CC(=N1)C(=O)NC1C(CC1)(C)C)OC